C(C)(=O)OCC1=C(C(C(=CN1C)C(=O)OC)=O)C1=CC=C(C=C1)F Methyl 6-(acetoxymethyl)-5-(4-fluorophenyl)-1-methyl-4-oxo-1,4-dihydropyridine-3-carboxylate